SC(C(CS)(CS)CS)S 3-mercapto-2,2-bis(mercaptomethyl)-1,3-propanedithiol